(1s,4s)-4-(4-Methyl-1-oxoisoindolin-2-yl)-N-(quinolin-6-yl)cyclohexanecarboxamide CC1=C2CN(C(C2=CC=C1)=O)C1CCC(CC1)C(=O)NC=1C=C2C=CC=NC2=CC1